3-[[4-[(1-tert-butoxycarbonyl-5-phenyl-3-piperidyl)oxy]-6-(2,6-dimethylphenyl)pyrimidin-2-yl]sulfamoyl]benzoic acid C(C)(C)(C)OC(=O)N1CC(CC(C1)C1=CC=CC=C1)OC1=NC(=NC(=C1)C1=C(C=CC=C1C)C)NS(=O)(=O)C=1C=C(C(=O)O)C=CC1